2-(4-(2-(2,6-dioxopiperidin-3-yl)-1-oxoisoindolin-5-yl)piperazin-1-yl)acetic acid O=C1NC(CCC1N1C(C2=CC=C(C=C2C1)N1CCN(CC1)CC(=O)O)=O)=O